Bismuth dodecyl sulfate S(=O)(=O)(OCCCCCCCCCCCC)[O-].[Bi+3].C(CCCCCCCCCCC)OS(=O)(=O)[O-].C(CCCCCCCCCCC)OS(=O)(=O)[O-]